ClC=1C=C2C(=NC1)NC(=C2)C(=O)NC(C(=O)N2CC(C2)(F)F)CC2=C(C=CC=C2)C#N 5-chloro-N-(3-(2-cyanophenyl)-1-(3,3-difluoroazetidin-1-yl)-1-oxopropan-2-yl)-1H-pyrrolo[2,3-b]pyridine-2-carboxamide